5-chloro-2-fluoro-4-((2-(piperidin-2-yl)ethyl)amino)-N-(thiazol-2-yl)benzenesulfonamide ClC=1C(=CC(=C(C1)S(=O)(=O)NC=1SC=CN1)F)NCCC1NCCCC1